(3aR,6aR)-hexahydro-2H-furo[3,2-b]pyrrole-5-carboxylic acid O1CC[C@H]2NC(C[C@H]21)C(=O)O